COC(=O)C1=CC=C(C=C1)CC(=O)O 2-(4-(methoxycarbonyl)phenyl)acetic acid